FC(C1=NN=C(S1)C1=NC=C2N1C=C(C=C2N2C[C@H](OC[C@H]2C)CO)S(=O)(=O)NC2(CC2)C)F 3-(5-(difluoromethyl)-1,3,4-thiadiazol-2-yl)-8-((2S,5R)-2-(hydroxymethyl)-5-methylmorpholino)-N-(1-methylcyclopropyl)imidazo[1,5-a]pyridine-6-sulfonamide